BrC=1C(=NC(=NC1OC)N(C(C1=CC=C(C=C1)OC)=O)C(C1=CC=C(C=C1)OC)=O)C1CC1 (5-bromo-4-cyclopropyl-6-methoxy-pyrimidin-2-yl)-bis(p-anisoyl)amine